SS(=O)(=O)Cl sulfanylsulphonyl chloride